C(C1=CC=CC=C1)C=1NC=C2C=CC=CC12 1-benzyl-isoindole